3-(phenylmethyl-(4-(3,4-dichlorophenyl)-5-isobutylthiazol-2-yl)amino)propionic acid C1(=CC=CC=C1)CN(CCC(=O)O)C=1SC(=C(N1)C1=CC(=C(C=C1)Cl)Cl)CC(C)C